FC=1C=C(CN2C(C=3N(C[C@@H]2COC([2H])([2H])[2H])C=C(N3)C3=NC(=NC=C3C)NC3=CC=NN3C)=O)C=CC1F (R)-7-(3,4-difluorobenzyl)-6-((methoxy-d3)-methyl)-2-(5-methyl-2-((1-methyl-1H-pyrazol-5-yl)amino)pyrimidin-4-yl)-6,7-dihydroimidazo[1,2-a]pyrazin-8(5H)-one